3-chlorophenyl 3-[4-(2-aminothiazol-4-yl)-1H-1,2,3-triazol-1-yl]-3-deoxy-2-O-methyl-1-thio-alpha-D-galactopyranoside NC=1SC=C(N1)C=1N=NN(C1)[C@@H]1[C@H]([C@@H](SC2=CC(=CC=C2)Cl)O[C@@H]([C@@H]1O)CO)OC